1-(4-(3-Chloro-4-fluoro-2-methylphenyl)piperazin-1-yl)-2-(3-(4-(fluoromethyl)-4-hydroxypiperidin-1-carbonyl)-5,6-dihydrocyclopenta[c]pyrazol-1(4H)-yl)ethan-1-on ClC=1C(=C(C=CC1F)N1CCN(CC1)C(CN1N=C(C2=C1CCC2)C(=O)N2CCC(CC2)(O)CF)=O)C